2-amino-N-((3-chloro-2-pyridinyl)methyl)-7-fluoro-3-methyl-N-((1R)-1-(2-pyrimidinyl)ethyl)-6-quinolinecarboxamide NC1=NC2=CC(=C(C=C2C=C1C)C(=O)N([C@H](C)C1=NC=CC=N1)CC1=NC=CC=C1Cl)F